(S)-2-(azetidin-1-ylmethyl)-N-((R)-2,2-difluoro-1-phenylethyl)butyramide (E)-ethyl-2-(2-(2-hydroxyethyl)hydrazono)acetate C(C)OC(/C=N/NCCO)=O.N1(CCC1)C[C@@H](C(=O)N[C@@H](C(F)F)C1=CC=CC=C1)CC